ICC1=CC2=CC=CC=C2C=C1CI 2,3-Bis(iodomethyl)naphthalene